propyleneDithiol CC(CS)S